(S)-2-amino-N-(1-(8-((2,3-dihydropyrazolo[5,1-b]oxazol-6-yl)ethynyl)-1-Oxo-2-phenyl-1,2-dihydroisoquinolin-3-yl)ethyl)pyrazolo[1,5-a]pyrimidine-3-carboxamide NC1=NN2C(N=CC=C2)=C1C(=O)N[C@@H](C)C=1N(C(C2=C(C=CC=C2C1)C#CC1=NN2C(OCC2)=C1)=O)C1=CC=CC=C1